N5-(3-acetamidopropyl)-3-(hydroxymethyl)-N7-methyl-3-phenyl-2,3-dihydrobenzofuran-5,7-dicarboxamide C(C)(=O)NCCCNC(=O)C=1C=C(C2=C(C(CO2)(C2=CC=CC=C2)CO)C1)C(=O)NC